FC(C(=O)NC(C(=O)N)CC)(F)F 2-(2,2,2-trifluoroacetylamino)butanamide